CCCCC=O n-pentanal